4-dimethylamino-1-(2-chlorophenyl)-7-(trifluoromethyl)-1,8-naphthyridin-2(1H)-one CN(C1=CC(N(C2=NC(=CC=C12)C(F)(F)F)C1=C(C=CC=C1)Cl)=O)C